4-(5-methoxy-1H-benzo[d][1,2,3]triazol-1-yl)piperidine-1-sulfonamide COC1=CC2=C(N(N=N2)C2CCN(CC2)S(=O)(=O)N)C=C1